COC1=NC=C(C2=C1N=C(S2)NC(=O)C=2C=NOC2C)C2CCOCC2 5-Methyl-isoxazole-4-carboxylic acid [4-methoxy-7-(tetrahydropyran-4-yl)-thiazolo[4,5-c]pyridin-2-yl]-amide